2-amino-6-(4-ethylpiperazinylmethyl)benzothiazole NC=1SC2=C(N1)C=CC(=C2)CN2CCN(CC2)CC